methyl 2-(((4-bromophenethyl)carbamoyl)oxy)benzoate BrC1=CC=C(CCNC(=O)OC2=C(C(=O)OC)C=CC=C2)C=C1